1-phenyl-1-trifluoromethyl-2,2,2-trifluoroethyl-α-chloroacrylic acid C1(=CC=CC=C1)C(C(F)(F)F)(C(F)(F)F)C=C(C(=O)O)Cl